ClC=1C=C2C=CC(=NC2=CC1)NC(=O)[C@@H]1CC[C@H](CC1)C(=O)OC trans-methyl 4-(6-chloroquinolin-2-ylcarbamoyl)cyclohexanecarboxylate